(S)-2-[(6H-dibenzo[b,d]pyran-3-yl)oxy]propionamide C1=CC(=CC=2OCC3=C(C21)C=CC=C3)O[C@H](C(=O)N)C